2,2',6-trihydroxybiphenyl OC1=C(C(=CC=C1)O)C1=C(C=CC=C1)O